IC1=NNC=2C1=NC(=CC2CN2C[C@H](CCC2)C)C(=O)OC methyl (S)-3-iodo-7-((3-methylpiperidin-1-yl) methyl)-1H-pyrazolo[4,3-b]pyridine-5-carboxylate